N-(tert-butyl)-2-butyl-7-(piperidin-4-yl)-1H-imidazo[4,5-d]thieno[3,2-b]pyridine-4-amine C(C)(C)(C)NC1=C2C(=C3C(=N1)C=C(S3)C3CCNCC3)NC(=N2)CCCC